C=1C(C=C2C=CC=CC12)(O)[2H] inden-2-d-2-ol